6-fluoro-4-((1S,4s)-4-((R)-1-(6-fluoro-1H-benzo[d]imidazol-2-yl)ethyl)cyclohexyl)quinolone FC=1C=C2C(=CC(NC2=CC1)=O)C1CCC(CC1)[C@H](C)C1=NC2=C(N1)C=C(C=C2)F